ClC=1C=C(C=CC1Cl)CN1CCCC1 (2S)-1-[(3,4-dichlorophenyl)methyl]pyrrolidine